(3R)-3-{[2-(2-hydroxyphenyl)[1,2,4]triazolo[1,5-c]quinazolin-5-yl]amino}azepin-2-one OC1=C(C=CC=C1)C1=NN2C(=NC=3C=CC=CC3C2=N1)NC=1C(N=CC=CC1)=O